CN(C(=O)C1=CC=C(OC=2C(=CC=C3C(CCOC23)OP(=O)(NCCBr)NCCBr)[N+](=O)[O-])C=C1)C Bis((2-bromoethyl)amino)phosphinic acid 8-(4-(dimethylcarbamoyl) phenoxy)-7-nitrochroman-4-yl ester